methyl 5-((4-(propylamino)-5-(trifluoromethyl)pyrimidin-2-yl)amino)-2-(4,4,5,5-tetramethyl-1,3,2-dioxaborolan-2-yl)benzoate C(CC)NC1=NC(=NC=C1C(F)(F)F)NC=1C=CC(=C(C(=O)OC)C1)B1OC(C(O1)(C)C)(C)C